FC(OC1=C(C=C(C(=N1)N1CCN(CC1)C)NC(C=C)=O)NC1=NC=NC(=C1)N1OCC[C@@H]1C1=C(C(=CC=C1)C(F)(F)F)F)F (R)-N-(6-(difluoromethoxy)-5-((6-(3-(2-fluoro-3-(trifluoromethyl)phenyl)isoxazolidine-2-yl)pyrimidin-4-yl)amino)-2-(4-methylpiperazin-1-yl)pyridin-3-yl)acrylamide